C1(=CC=C(C=C1)C(C)NC(C1=CC=CC=C1)=O)C N-(1-(p-tolyl)ethyl)benzamide